FC=1C=C(C=CC1F)C1(CCNCC1)NS(=O)(=O)C1=CC=C(C=C1)OC(F)(F)F N-(4-(3,4-difluorophenyl)piperidin-4-yl)-4-(trifluoromethoxy)benzenesulfonamide